BrC1=NN(C(=C1[C@@H]1[C@H](C(N(C1)C)=O)C(=O)NC1=C(SC=C1)F)Cl)C (3S,4S)-4-(3-bromo-5-chloro-1-methyl-pyrazol-4-yl)-N-(2-fluoro-3-thienyl)-1-methyl-2-oxo-pyrrolidine-3-carboxamide